OC[C@H]1CN(CCN1CC1CCOCC1)C(=O)OC(C)(C)C tert-butyl (R)-3-(hydroxymethyl)-4-((tetrahydro-2H-pyran-4-yl)methyl)piperazine-1-carboxylate